Benzyl 8-chloro-1,3,4,5-tetrahydro-2H-1,5-methanobenzo[c]azepine-2-carboxylate ClC=1C=CC2=C(C3N(CCC2C3)C(=O)OCC3=CC=CC=C3)C1